FC1=CC(=C(/C=C/C=2C=C(C=C(C2)O)O)C=C1)O[Si](CC)(CC)CC (E)-5-(4-fluoro-2-(triethylsiloxy)styryl)-1,3-benzenediol